ClC1=NC=C(C=C1)SC(C)C 2-chloro-5-(isopropylthio)pyridine